NC=1C(NC2=CC(=C(N=C2C1C1=C2C=NNC2=C(C=C1)F)N1CCOCC1)C)=O 3-Amino-4-(7-fluoro-1H-indazol-4-yl)-7-methyl-6-morpholino-1H-1,5-naphthyridin-2-one